2-(benzylthio)-4-bromo-7-fluoro-5-(trifluoromethyl)-1H-indole C(C1=CC=CC=C1)SC=1NC2=C(C=C(C(=C2C1)Br)C(F)(F)F)F